3-[6-[1-(2,4-difluorophenyl)-4-hydroxy-pyrazolo[3,4-d]pyrimidin-6-yl]-2-oxo-3,6-diazabicyclo[3.1.1]heptan-3-yl]propanenitrile FC1=C(C=CC(=C1)F)N1N=CC=2C1=NC(=NC2O)N2C1CN(C(C2C1)=O)CCC#N